N1=CN=CC(=C1)CN1N=C2N(C3=C(C=C2)NCC3)C1=O 2-(pyrimidin-5-ylmethyl)-2,6,7,8-tetrahydro-1H-pyrrolo[2,3-e][1,2,4]triazolo[4,3-a]pyridin-1-one